methyl 3-chloroisoquinoline-6-carboxylate ClC=1N=CC2=CC=C(C=C2C1)C(=O)OC